C(C)(C)C=1N(C=2C(=NC=CC2)N1)CC1=CC=C(C=C1)B(O)O 4-((2-isopropylimidazo[4,5-b]pyridin-1-yl)methyl)phenylboronic acid